CSCC12CNCC(CC1)N2C(=O)OC(C)(C)C tert-butyl 1-((methylthio)methyl)-3,8-diazabicyclo[3.2.1]octan-8-carboxylate